[Br-].C(C)[P+](C1=CC=CC=C1)(C1=CC=CC=C1)C1=CC=CC=C1 ethyltriphenyl-phosphonium Bromide